6-chloro-7-nitroisoquinolin-1(2H)-one ClC=1C=C2C=CNC(C2=CC1[N+](=O)[O-])=O